(Z)-4-((4-(tert-butyl)benzyl)thio)-3-(3-(2-chlorophenyl)-1-methyl-1H-1,2,4-triazol-5-yl)-N'-hydroxybenzimidamide C(C)(C)(C)C1=CC=C(CSC2=C(C=C(/C(/N)=N/O)C=C2)C2=NC(=NN2C)C2=C(C=CC=C2)Cl)C=C1